C1(CCCC1)N1N=CC(=C1)O 1-cyclopentyl-1H-pyrazol-4-ol